BrC1=NN(C(=C1)CC(C)(C)C)C1=CC(=CC=C1)OCC 3-Bromo-5-neopentyl-1-(3-ethoxyphenyl)pyrazole